ClC1=C(C(=CC=C1)F)[C@H]1N(CCC1)C1=C(C(=O)N[C@H](C)\C=C\S(=O)(=O)C)C=CC=C1 ((S)-2-(2-Chloro-6-fluorophenyl)pyrrolidin-1-yl)-N-((R,E)-4-(methylsulfonyl)but-3-en-2-yl)benzamide